CC1=[N+](C=C([N+](=C1)[O-])C(=O)O)[O-] 2-methyl-5-carboxyl-pyrazine 1,4-dioxide